N(C1=CC=CC=C1)C1=CC=C(C(=O)O)C=C1 p-anilinobenzoic acid